ClC1=CC=C(C=C1)N1CCN(CC1)CCCN1N=C2N(C=CC=C2)C1=O 2-[3-[4-(4-chlorophenyl)piperazin-1-yl]propyl][1,2,4]triazolo[4,3-a]pyridin-3(2H)-one